6-chloro-3-[5-(4-methoxyphenyl)-4,5-dihydro-1H-pyrazol-3-yl]-4-phenyl-1H-quinolin-2-one ClC=1C=C2C(=C(C(NC2=CC1)=O)C1=NNC(C1)C1=CC=C(C=C1)OC)C1=CC=CC=C1